2-hydroxyethan-1-one hydrochloride Cl.OCC=O